NC=1C=C(CN(C[C@@H](C)N)C)C=CC1OC (R)-N1-(3-amino-4-methoxybenzyl)-N1-methylpropane-1,2-diamine